N[C@@H]1C(N(C1(C)C)OS(=O)(=O)O)=O (3S)-3-amino-4,4-dimethyl-1-(sulfoxy)azetidin-2-one